NC(C(CCC(=O)OC(C)(C)C)N1C(C2=CC=C(C=C2C1)C=1OCCOC1)=O)=O tert-Butyl 5-amino-4-(5-(5,6-dihydro-1,4-dioxin-2-yl)-1-oxoisoindolin-2-yl)-5-oxopentanoate